3,5-bis(trifluoromethyl)benzyl-amine FC(C=1C=C(CN)C=C(C1)C(F)(F)F)(F)F